NC=1N=C(SC1C(=O)C1=CC(=NO1)C(=O)NC1(CCC1)C)N(C1=CC=C(C=C1)F)[C@H](C(=O)N)C (S)-5-[4-Amino-2-(N-(2-amino-1-methyl-2-oxoethyl)-4-fluoroanilino)thiazol-5-carbonyl]-N-(1-methylcyclobutyl)isoxazol-3-carboxamid